Cl.Cl.NCC#CC1=NN2C(C=CC=C2N[C@H]2[C@H](CN(CC2)C)F)=C1C 2-(3-aminoprop-1-yn-1-yl)-N-((3S,4R)-3-fluoro-1-methylpiperidin-4-yl)-3-methylpyrazolo[1,5-a]pyridin-7-amine dihydrochloride